5-(5-chloro-2-methoxypyridin-4-yl)-1H-pyrazole-3-carboxylic acid ClC=1C(=CC(=NC1)OC)C1=CC(=NN1)C(=O)O